COC=1C=C(C=CC1N1CC2(C1)CNC2)NC=2N=C(C1=C(N2)SC=C1C)NC=1C=C(C=CC1)C(C)(C)O 2-(3-((2-((3-methoxy-4-(2,6-diazaspiro[3.3]heptan-2-yl)phenyl)amino)-5-methylthieno[2,3-d]pyrimidin-4-yl)amino)phenyl)propan-2-ol